Tin (2-ethylhexanoate) C(C)C(C(=O)[O-])CCCC.[Sn+4].C(C)C(C(=O)[O-])CCCC.C(C)C(C(=O)[O-])CCCC.C(C)C(C(=O)[O-])CCCC